(6-(4-((4-(1H-pyrazol-4-yl)phenyl)amino)-1,3,5-triazin-2-yl)-1H-indol-2-yl)(3,3-difluoroazetidin-1-yl)methanone N1N=CC(=C1)C1=CC=C(C=C1)NC1=NC(=NC=N1)C1=CC=C2C=C(NC2=C1)C(=O)N1CC(C1)(F)F